C(C)OCC1(CC1)N 1-(ethoxymethyl)cyclopropane-1-amine